(S)-(tetrahydrofuran-2-yl)4-methylbenzenesulfonic acid methyl ester COS(=O)(=O)C1=C(C=C(C=C1)C)[C@H]1OCCC1